methyl 8-((2-cyclohexylethyl) carbamoyl)-11-oxo-10,11-dihydrodibenzo[b,f][1,4]thiazepine-3-carboxylate C1(CCCCC1)CCNC(=O)C1=CC2=C(SC3=C(C(N2)=O)C=CC(=C3)C(=O)OC)C=C1